CNS(=O)(=O)C(C(C(C(C(C(C(C(F)(F)F)(F)F)(F)F)(F)F)(F)F)(F)F)(F)F)(F)F N-methyl-perfluoro-1-octanesulfonamide